(S)-tert-butyl(1-((3',4'-dichloro-[1,1'-biphenyl]-4-yl)amino)-1-oxobutan-2-yl)(methyl)carbamate C(C)(C)(C)OC(N(C)[C@H](C(=O)NC1=CC=C(C=C1)C1=CC(=C(C=C1)Cl)Cl)CC)=O